C(#N)C=1C(=C(C=CC1F)NC(C1=CC(=CC(=C1)C(F)(F)F)F)=O)I N-(3-cyano-4-fluoro-2-iodophenyl)-3-fluoro-5-(trifluoromethyl)benzamide